β-phosphoserine P(=O)(O)(O)OC[C@H](N)C(=O)O